The molecule is a macrocycle that is a lactam analogue of epothilone B. Binds directly to beta-tubulin subunits on microtubules, leading to suppression of microtubule dynamics. It has a role as an antineoplastic agent and a microtubule-destabilising agent. It is a member of 1,3-thiazoles, a beta-hydroxy ketone, a lactam, a macrocycle and an epoxide. C[C@H]1CCC[C@@]2([C@@H](O2)C[C@H](NC(=O)C[C@@H](C(C(=O)[C@@H]([C@H]1O)C)(C)C)O)/C(=C/C3=CSC(=N3)C)/C)C